5-chloro-3-fluoro-N-(6-(2-(methylamino)propionamido)-4-(1,3,5-trimethyl-1H-pyrazolo[4,3-d]pyrimidin-7-yl)pyridin-2-yl)pyridinecarboxamide ClC=1C=C(C(=NC1)C(=O)NC1=NC(=CC(=C1)C=1C2=C(N=C(N1)C)C(=NN2C)C)NC(C(C)NC)=O)F